O1POCCC1 1,3,2-dioxa-phosphorinane